C(C1=CC=CC=C1)N1C(N(C=C1)CC1=CC=CC=C1)=O 1,3-dibenzylimidazole-2-one